1-methylimidazole tosylate S(=O)(=O)(O)C1=CC=C(C)C=C1.CN1C=NC=C1